1-{[(3R)-6-butoxy-3-methyl-3,4-dihydro-2-naphthyl]Methyl}-3-methoxy-3-azetidinecarboxylic acid C(CCC)OC=1C=C2C[C@H](C(=CC2=CC1)CN1CC(C1)(C(=O)O)OC)C